[NH4+].[NH4+].[SH-].[SH-].S=[Mo]=S Ammonium thiomolybdate